4-(((R)-1-(3-(difluoromethyl)-2-fluorophenyl)ethyl)amino)-6-(1-(fluoromethyl)cyclopropyl)-2-Methyl-8-((((S)-oxetan-2-yl)methyl)amino)pyrido[4,3-d]pyrimidin-7(6H)-one FC(C=1C(=C(C=CC1)[C@@H](C)NC=1C=2C(N=C(N1)C)=C(C(N(C2)C2(CC2)CF)=O)NC[C@H]2OCC2)F)F